S(C)(=O)(=O)OC([2H])([2H])[2H] methyl-d3 mesylate